eicosenoic acid (eicosenoate) C(C=CCCCCCCCCCCCCCCCCC)(=O)O.C(C=CCCCCCCCCCCCCCCCCC)(=O)O